tert-Butyl N-tert-butoxycarbonyl-N-[5-[[2-chloro-5-[[(1R,3R)-2,2-dichloro-3-(3,4,5-trichlorophenyl)cyclopropanecarbonyl]amino]-3-fluoro-benzoyl]amino]-2,4-difluoro-phenyl]carbamate C(C)(C)(C)OC(=O)N(C(OC(C)(C)C)=O)C1=C(C=C(C(=C1)NC(C1=C(C(=CC(=C1)NC(=O)[C@@H]1C([C@H]1C1=CC(=C(C(=C1)Cl)Cl)Cl)(Cl)Cl)F)Cl)=O)F)F